C(C1=CC=CC=C1)OC(C(=O)O)(CCCOCC(C)(C)NC1=NC(=C(C=C1C(F)(F)F)[N+](=O)[O-])C(NNC(=O)OC(C)(C)C)=O)C(F)(F)F 2-Benzyloxy-5-[2-[[6-[(tert-butoxycarbonylamino)carbamoyl]-5-nitro-3-(trifluoromethyl)-2-pyridyl]amino]-2-methyl-propoxy]-2-(trifluoromethyl)pentanoic acid